[N+](=O)([O-])C1=CC=C(C=C1)N1CCC(CC1)CO [1-(4-nitrophenyl)piperidin-4-yl]methanol